[Na+].C1(C(C=C(C2=CC=CC=C12)S(=O)(=O)[O-])=O)=O 1,2-naphthoquinone-4-sulfonic acid, sodium salt